2-bromo-5-fluoro-pyridin-1-ium-1-amine BrC1=[N+](C=C(C=C1)F)N